5-((3-((3R,5R)-5-(4-chlorophenyl)tetrahydro-furan-3-yl)-1,2,4-oxadiazol-5-yl)methyl)-3-methyl-3,5-dihydro-4H-imidazo[4,5-c]pyridin-4-one ClC1=CC=C(C=C1)[C@H]1C[C@@H](CO1)C1=NOC(=N1)CN1C(C2=C(C=C1)N=CN2C)=O